(1R,7S,8r)-8-(methylsulfonylamino)-4-azabicyclo[5.1.0]octane-4-carboxylic acid benzyl ester C(C1=CC=CC=C1)OC(=O)N1CC[C@H]2C([C@H]2CC1)NS(=O)(=O)C